C(C)OC(=O)C1=C[C@H]([C@H]2[C@H](C1)O2)OC(CC)CC (3R,4R,5S)-4,5-epoxy-3-(1-ethyl-propoxy)-1-cyclohexene-1-carboxylic acid ethyl ester